2-((4-bromo-2-methoxyphenyl)amino)-4-((2-(trifluoromethyl)phenyl)amino)pyrimidine-5-carboxamide BrC1=CC(=C(C=C1)NC1=NC=C(C(=N1)NC1=C(C=CC=C1)C(F)(F)F)C(=O)N)OC